ClC=1C=C(C=CC1)C=1C(=C(C(=NC1)C(=O)NC1(COC1)C(=O)O)O)C 3-(5-(3-chlorophenyl)-3-hydroxy-4-methylpicolinamido)oxetane-3-carboxylic acid